CC1=C(OC2=C1C=C(C=C2)S(N(CCC2=CC=CC=C2)CC2=CC=C(C=C2)Br)(=O)=O)C(=O)O 3-methyl-5-(N-(4-bromobenzyl)-N-phenethylsulfamoyl)benzofuran-2-carboxylic acid